C1(CCC1)N(C1=CN=CC(=N1)CN[C@@H](COC1=CC(=NC(=C1C(F)(F)F)C1=C(C=CC=C1C)C)NS(=O)(=O)C=1C=C(C(=O)O)C=CC1)CC(C)(C)C)C 3-[[4-[(2R)-2-[[6-[Cyclobutyl(methyl)amino]pyrazin-2-yl]methylamino]-4,4-dimethyl-pentoxy]-6-(2,6-dimethylphenyl)-5-(trifluoromethyl)-2-pyridyl]sulfamoyl]benzoic acid